(2R,4S,5S)-2-METHOXY-5-METHYLOCT-7-ENE-4-SULFONAMIDE CO[C@H](C)C[C@@H]([C@H](CC=C)C)S(=O)(=O)N